CN(CCN(CCCO)CCN(C)C)C 3-(bis(2-(dimethylamino)ethyl)amino)propan-1-ol